C(C)(C)(C)OC(=O)N1[C@@H](C[C@@H](C1)C#N)C(NC1=NC(=CC=C1)Br)=O (2s,4s)-2-((6-bromopyridin-2-yl)carbamoyl)-4-cyanopyrrolidine-1-carboxylic acid tert-butyl ester